FC1(C(CNCC1)C=1C=C(C(=NC1)OC)C1OCCO1)F 5-(4,4-difluoropiperidin-3-yl)-3-(1,3-dioxolan-2-yl)-2-methoxypyridine